1-(7-methylthieno[3,2-d]pyrimidin-4-yl)piperidin-4-amine hydrochloride Cl.CC1=CSC2=C1N=CN=C2N2CCC(CC2)N